6-amino-9-[(4R)-1'-(azetidin-3-yl)-3,3-difluoro-[1,4'-bipiperidin]-4-yl]-7-(4-phenoxyphenyl)purin-8-one hydrochloride Cl.NC1=C2N(C(N(C2=NC=N1)[C@H]1C(CN(CC1)C1CCN(CC1)C1CNC1)(F)F)=O)C1=CC=C(C=C1)OC1=CC=CC=C1